2-((1-(6-(Hydroxymethyl)-2-(2-methyl-2H-indazol-5-yl)-4-oxo-4H-chromen-8-yl)ethyl)amino)benzoic acid OCC=1C=C2C(C=C(OC2=C(C1)C(C)NC1=C(C(=O)O)C=CC=C1)C1=CC2=CN(N=C2C=C1)C)=O